CNC(=O)C=1N=C2N(N1)C(CC2)C2=CC=CC=C2 N-methyl-5-phenyl-6,7-dihydro-5H-pyrrolo[1,2-b][1,2,4]triazole-2-carboxamide